2-(1-ethylpiperidin-4-yl)-7-methyl-N-(tetrahydro-2H-pyran-4-yl)benzo[d]thiazole-6-carboxamide C(C)N1CCC(CC1)C=1SC2=C(N1)C=CC(=C2C)C(=O)NC2CCOCC2